C(C)(=O)NC1=NC=CC(=C1)OC1=CC=C(C=C1)NC(=O)C1=NC=2N(C(=C1)C1=C(C=CC=C1)F)N=CC2 N-{4-[2-(acetylamino)pyridin-4-yloxy]phenyl}-7-(2-fluorophenyl)pyrazolo[1,5-a]pyrimidine-5-carboxamide